ethyl-3-methylimidazolium chloride [Cl-].C(C)C=1NC=C[N+]1C